(1S,3R)-N-(6-bromo-7-chloroisoquinolin-3-yl)-5-oxaspiro[2.4]heptane-1-carboxamide BrC=1C=C2C=C(N=CC2=CC1Cl)NC(=O)[C@H]1C[C@]12COCC2